N-ethyl-4-((3-(7-(((3S,4R)-3-fluoro-1-methylpiperidin-4-yl)amino)-3-vinylpyrazolo[1,5-a]pyridin-2-yl)prop-2-yn-1-yl)amino)-3-methoxy-N-methylbenzamide C(C)N(C(C1=CC(=C(C=C1)NCC#CC1=NN2C(C=CC=C2N[C@H]2[C@H](CN(CC2)C)F)=C1C=C)OC)=O)C